2-amino-4,5,6,7-tetrahydro-6-(propylamino)benzothiazole NC=1SC2=C(N1)CCC(C2)NCCC